O[C@H]1C[C@H](N(C1)C1=NC(=CC(=C1)C(C)C)C)C(=O)N(C=1C=C(C=CC1)C)C (2S,4S)-4-Hydroxy-1-(4-isopropyl-6-methylpyridin-2-yl)-N-methyl-N-(m-tolyl)pyrrolidine-2-carboxamide